(2R,3S)-2-(4-(cyclopentylamino)phenyl)-1-((5-fluoro-2-methylphenyl)sulfonyl)-N-(4-methyl-3-(trifluoromethyl)phenyl)piperidine-3-carboxamide C1(CCCC1)NC1=CC=C(C=C1)[C@@H]1N(CCC[C@@H]1C(=O)NC1=CC(=C(C=C1)C)C(F)(F)F)S(=O)(=O)C1=C(C=CC(=C1)F)C